N-(3,4-dihydroxybenzoyl)4-carboxymethyl-2,5-dihydroxybenzamide OC=1C=C(C(=O)NC(C2=C(C=C(C(=C2)O)CC(=O)O)O)=O)C=CC1O